1-(6-(4-(8-methyl-1-naphthalenyl)-7,8-dihydro-6H-pyrano[3,2-d]pyrimidin-2-yl)-2,6-diazaspiro[3.4]octan-2-yl)-2-propen-1-one CC=1C=CC=C2C=CC=C(C12)C=1C2=C(N=C(N1)N1CC3(CN(C3)C(C=C)=O)CC1)CCCO2